C(C1=CC=CC=C1)OC1=NC(=CC=C1C1=CC=C(C=C1)[N+](=O)[O-])OCC1=CC=CC=C1 2,6-dibenzyloxy-3-(4-nitrophenyl)pyridine